4-({[4-(1,3-benzoxazol-2-yl)-5-methoxy-1-methyl-6-oxopyrimidin-2-yl](methyl)amino}(phenyl)methyl)-N-methylbenzamide O1C(=NC2=C1C=CC=C2)C=2N=C(N(C(C2OC)=O)C)N(C)C(C2=CC=C(C(=O)NC)C=C2)C2=CC=CC=C2